copper-silver-gallium-nickel [Ni].[Ga].[Ag].[Cu]